C1(=CC=CC=C1)[C@H]1NOCC1 (3S)-3-phenyl-1,2-oxazolidine